C(C)(C)(C)OC(=O)N1CC(C(CC1)C=1SC(=C(C1)C(N)=O)N)(F)F 4-(5-Amino-4-carbamoyl-2-thienyl)-3,3-difluoro-piperidine-1-carboxylic acid tert-butyl ester